ClC1=C(C=CC(=C1NC=1C(=C2C(N(C=NC2=CC1)C(C)C)=O)C)F)NS(=O)(=O)CCC N-(2-chloro-4-fluoro-3-((3-isopropyl-5-methyl-4-oxo-3,4-dihydroquinazolin-6-yl)amino)phenyl)propane-1-sulfonamide